Br.BrOCC[N+](C)(C)C Bromocholin hydrobromid